NC1=C(C=CC=C1)[O-].[K+] potassium aminophenolate